diketoboron (III) O=[B-]=O